Cl.O1CCN(CC1)C1=C(C=CC=C1)NC(C1=NC=C(C=C1)CCCCC)=O N-(2-morpholinophenyl)-5-pentylpicolinamide hydrogen chloride